CC(CCOCCO)=C ethylene glycol 3-methyl-3-Butenyl ether